BrC1=CC=C(C=C1)[C@@H]1CC[C@H](CC1)CCCCC bromo-4-(trans-4-pentylcyclohexyl)benzene